NC1=C(C(=O)NC2CCC2)C=C(C=N1)C1=C(C=C(C=C1)NC([C@H](O)C1=CC(=CC(=C1)F)F)=O)C (R)-2-amino-N-cyclobutyl-5-(4-(2-(3,5-difluorophenyl)-2-hydroxyacetamido)-2-methylphenyl)nicotinamide